(1-(5-(Trifluoromethyl)pyrimidin-2-yl)piperidin-4-yl)glycine FC(C=1C=NC(=NC1)N1CCC(CC1)NCC(=O)O)(F)F